(±)-4-Fluorostyrene FC1=CC=C(C=C)C=C1